FC1=C(C(=CC=C1)C)N1C(N(C2=C(C1)C=NC=C2)[C@@H]2CNCCCC2)=O 3-(2-fluoro-6-methyl-phenyl)-1-[(3S)-azepan-3-yl]-4H-pyrido[4,3-d]pyrimidin-2-one